(2R,4S)-N-((2S)-1-((2-amino-6,7-dihydro-5H-cyclopenta[b]pyridin-5-yl)amino)-1-oxopropan-2-yl)-4-(3-(trifluoromethyl)phenyl)piperidine-2-carboxamide NC1=CC=C2C(=N1)CCC2NC([C@H](C)NC(=O)[C@@H]2NCC[C@@H](C2)C2=CC(=CC=C2)C(F)(F)F)=O